(3aR,5s,6aS)-N-[6-(2-chloro-5-fluoro-phenyl)pyridazin-3-yl]-2-[(3-methyloxetan-3-yl)methyl]-3,3a,4,5,6,6a-hexahydro-1H-cyclopenta[c]pyrrol-5-amine ClC1=C(C=C(C=C1)F)C1=CC=C(N=N1)NC1C[C@@H]2[C@@H](CN(C2)CC2(COC2)C)C1